tert-butyl O3-methyl (3S)-piperazine-1,3-dicarboxylate N1(C[C@H](NCC1)C(=O)OC)C(=O)OC(C)(C)C